Cl\C(=C(/I)\C1=CC=CC=C1)\I (E)-(2-chloro-1,2-diiodovinyl)benzene